CC1(CC(N2N1C1C(C2(C)C)=C(C=2C=CC=C(C21)C)C2=CC=CC=C2)=O)C 3,3,5,10,10-Pentamethyl-9-phenyl-2,3,4a,10-tetrahydro-1H-indeno[1,2-c]pyrazolo[1,2-a]pyrazol-1-one